N-(2-bromo-4-(3-ethyl-1H-pyrrolo[2,3-b]pyridin-5-yl)phenyl)acetamide BrC1=C(C=CC(=C1)C=1C=C2C(=NC1)NC=C2CC)NC(C)=O